5-Carbamoyl-4-methylpyridin-3-yl (R)-2-methyl-4-(2-methyl-3-(trifluoromethyl)benzyl)piperazine-1-carboxylate C[C@H]1N(CCN(C1)CC1=C(C(=CC=C1)C(F)(F)F)C)C(=O)OC=1C=NC=C(C1C)C(N)=O